C(#C)C1=CC=C(C=C1)OCOC 1-ethynyl-4-(methoxymethoxy)benzene